(cyanomethyl)-4-[6-[(3-methoxy-1-naphthyl)carbamoyl]-2-[(2-methylpyrazol-3-yl)methoxy]pyrimidin-4-yl]piperazine-1-carboxylate C(#N)COC(=O)N1CCN(CC1)C1=NC(=NC(=C1)C(NC1=CC(=CC2=CC=CC=C12)OC)=O)OCC=1N(N=CC1)C